3,5-dibromo-2-phenylpyridine BrC=1C(=NC=C(C1)Br)C1=CC=CC=C1